[Mo].C(CCCCCCC\C=C/CCCCCCCC)(=O)O oleic acid Molybdenum